ClC1=C(C=C(OCC(=O)NN2CCC(CC2)C(=O)O)C=C1)F 1-(2-(4-chloro-3-fluorophenoxy)acetamido)piperidine-4-carboxylic acid